NC1=CC=C(OC2=C(C=C(N)C=C2)OCCC)C=C1 4-(4-aminophenoxy)-3-propoxyaniline